1-(1H-indol-3-yl)ethanone erbium-ytterbium [Yb].[Er].N1C=C(C2=CC=CC=C12)C(C)=O